ClC=1C(=NN(C1C(=O)NCC1=CC=C(C=C1)OC1=CC=C(C=C1)C)C)CC 4-chloro-3-ethyl-1-methyl-N-[4-(p-tolyloxy)benzyl]-1H-pyrazole-5-carboxamide